CS(=O)(=O)C=1C=C(CN2CC3=CC=C(C=C3C2)C(C)=O)C=CC1OCC1CCN(CC1)S(=O)(=O)C 1-(2-(3-(Methylsulfonyl)-4-((1-(methylsulfonyl)piperidin-4-yl)methoxy)-benzyl)isoindolin-5-yl)ethan-1-one